hexane hemioxalate C(C(=O)O)(=O)O.CCCCCC.CCCCCC